5-((3R)-4-((3-ethyl-2-oxo-1,5,7,8-tetrahydro-2H-pyrano[4,3-b]pyridin-7-yl)methyl)-3-methylpiperazin-1-yl)-6-fluoro-N-methylpicolinamide C(C)C1=CC2=C(NC1=O)CC(OC2)CN2[C@@H](CN(CC2)C=2C=CC(=NC2F)C(=O)NC)C